2-methyl-1-[4-(methylthio)phenyl]-2-morpholinyl-1-propanone CC(C(=O)C1=CC=C(C=C1)SC)(C)N1CCOCC1